stearyl (β-(3,5-di-tert-butyl-4-hydroxyphenyl) propionate) C(C)(C)(C)C=1C=C(C=C(C1O)C(C)(C)C)CCC(=O)OCCCCCCCCCCCCCCCCCC